BrC1=C(C(=CC=C1)Br)OC(C=C)=O.COC=CC=1C=C(C=CC1C)C=1C=NOC1 4-[3-(2-methoxyvinyl)-4-methyl-phenyl]isoxazole (2,6-dibromophenyl)acrylate